ClC1=CC=C(C=C1)N1C(=NC2=C1C=NC=C2)C=2C=NC(=NC2)NC2CCOCC2 5-[3-(4-Chlorophenyl)-3H-imidazo[4,5-c]pyridin-2-yl]-N-(oxan-4-yl)pyrimidin-2-amine